BrC=1C=C(C(=NC1)N=C(C1=CC=CC=C1)C1=CC=CC=C1)F 5-bromo-N-(diphenylmethylene)-3-fluoropyridin-2-amine